C(C)(C)(C)NC=1OC(C(=C(N1)C1=CC=C(C=C1)C(F)(F)F)C)=O 2-(tert-butylamino)-5-methyl-4-(p-trifluoromethylphenyl)-6H-1,3-oxazin-6-one